O=C1NCC2N1CCCC2 3-oxohexahydroimidazo[1,5-a]pyridine